[6-[3-(3,3-difluorocyclobutyl)-1H-1,2,4-triazol-5-yl]-2-azaspiro[3.3]heptan-2-yl]-[6-[[4-(trifluoromethyl)thiazol-2-yl]methyl]-2-azaspiro[3.3]heptan-2-yl]methanone FC1(CC(C1)C1=NNC(=N1)C1CC2(CN(C2)C(=O)N2CC3(C2)CC(C3)CC=3SC=C(N3)C(F)(F)F)C1)F